CC1=NC=C(C=C1O)NC1=NC=CC2=CC(=CC=C12)OCC=1C=NN(C1)C 2-methyl-5-((6-((1-methyl-1H-pyrazol-4-yl)methoxy)isoquinolin-1-yl)amino)pyridin-3-ol